O=CCCCCCCCNC(OC(C)(C)C)=O tert-butyl (8-oxooctyl)carbamate